FC(C=1C=C(CC2C(C=3C=CC(=CC3CC2)OCC2=CC=C(C=C2)/C=C/C(=O)NOC2OCCCC2)=O)C=C(C1)C(F)(F)F)(F)F (E)-3-(4-(((6-(3,5-bis(trifluoromethyl)-benzyl)-5-oxo-5,6,7,8-tetrahydronaphthalen-2-yl)oxy)-methyl)phenyl)-N-((tetrahydro-2H-pyran-2-yl)oxy)acrylamide